N-(6-ethoxy-2-methyl-indazol-5-yl)-5-[(3S)-3-[(cyclopropylamino)methyl]pyrrolidin-1-yl]pyrazine-2-carboxamide C(C)OC=1C(=CC2=CN(N=C2C1)C)NC(=O)C1=NC=C(N=C1)N1C[C@@H](CC1)CNC1CC1